CC1=NC=C(C=C1C)C=C 2,3-dimethyl-5-vinylpyridine